C(C)(C)(C)C1=CC=C(C=C1)C1=C2C=C(C(C2=C(C=2CCCC12)C1=CC=C(C=C1)C(C)(C)C)[Si](C)(C)C1C(=CC2=C(C(=C(C=C12)C(C)(C)C)OC)C1=CC(=CC(=C1)C)C)C)C [4,8-Bis(4-t-butylphenyl)-2-methyl-1,5,6,7-tetrahydro-s-indacen-1-yl][6-t-butyl-4-(3,5-dimethylphenyl)-5-methoxy-2-methyl-1H-inden-1-yl]dimethylsilane